O[C@H]1C[C@H](C1)NC(OC(C)(C)C)=O (cis)-tert-butyl 3-hydroxycyclobutylcarbamate